4-(2-chlorobenzyl)-1-((4-methylpiperazin-1-yl)methyl)imidazo[1,2-a]quinazolin-5(4H)-one ClC1=C(CN2C=3N(C4=CC=CC=C4C2=O)C(=CN3)CN3CCN(CC3)C)C=CC=C1